C(C)N(C1=C(C(=NC=N1)NC[C@@]1([C@@H](CN(CC1)CC(=O)N)O)O)F)CC1=CC=C(C=C1)C(F)(F)F 2-((3R,4S)-4-(((6-(ethyl(4-(trifluoromethyl)benzyl)amino)-5-fluoropyrimidin-4-yl)amino)methyl)-3,4-dihydroxypiperidin-1-yl)acetamide